N-vinyl-3-octyl-piperidone C(=C)N1C(C(CCC1)CCCCCCCC)=O